(S)-5-(((4-(3-chloro-4-(2-chloro-3-((3-fluoro-4-(((((S)-oxetan-2-yl)methyl)amino)methyl)pyridin-2-yl)amino)phenyl)pyridin-2-yl)-2-methoxybenzyl)amino)methyl)pyrrolidin-2-one ClC=1C(=NC=CC1C1=C(C(=CC=C1)NC1=NC=CC(=C1F)CNC[C@H]1OCC1)Cl)C1=CC(=C(CNC[C@@H]2CCC(N2)=O)C=C1)OC